FC1=CC(=C(C(=C1)C(C)C)NC(=O)NS(=O)(=O)N1CC(C(C(C1)C)C)C)C(C)C N-((4-Fluoro-2,6-diisopropylphenyl)carbamoyl)-3,4,5-trimethylpiperidin-1-sulfonamid